((6-(5-(trifluoromethyl)-1,2,4-oxadiazol-3-yl)imidazo[1,2-a]pyridin-2-yl)methyl)benzamide FC(C1=NC(=NO1)C=1C=CC=2N(C1)C=C(N2)CC2=C(C(=O)N)C=CC=C2)(F)F